methyl (2R,7aR)-2-fluorotetrahydro-1H-pyrrolizine-7a(5H)-carboxylate F[C@@H]1C[C@]2(CCCN2C1)C(=O)OC